(2S,4R)-1-((S)-2-(12-aminododecanamido)-3,3-dimethylbutanoyl)-4-(benzyloxy)-N-((S)-1-(4-(4-methylthiazol-5-yl)phenyl)ethyl)pyrrolidine-2-carboxamide NCCCCCCCCCCCC(=O)N[C@H](C(=O)N1[C@@H](C[C@H](C1)OCC1=CC=CC=C1)C(=O)N[C@@H](C)C1=CC=C(C=C1)C1=C(N=CS1)C)C(C)(C)C